tetrakis[tris(di-n-butylamino)phosphoranylideneamino]phosphonium C(CCC)N(CCCC)P(N(CCCC)CCCC)(N(CCCC)CCCC)=N[P+](N=P(N(CCCC)CCCC)(N(CCCC)CCCC)N(CCCC)CCCC)(N=P(N(CCCC)CCCC)(N(CCCC)CCCC)N(CCCC)CCCC)N=P(N(CCCC)CCCC)(N(CCCC)CCCC)N(CCCC)CCCC